COC(C1=C(C=CC(=C1)F)C1=C(N(C=2C=C3C=NN(C3=CC21)S(N(C)C)(=O)=O)C2=CC=C(C=C2)F)C(C)C)=O [1-(dimethylsulfamoyl)-5-(4-fluorophenyl)-6-isopropyl-pyrrolo[2,3-f]indazol-7-yl]-5-fluoro-benzoic acid methyl ester